8-(4-chlorophenyl)-3-methyl-6-[rac-(2R,4R)-2-(1-methylpyrazol-4-yl)tetrahydropyran-4-yl]-2-(trifluoromethyl)pyrimido[5,4-d]pyrimidin-4-one ClC1=CC=C(C=C1)C1=NC(=NC2=C1N=C(N(C2=O)C)C(F)(F)F)[C@H]2C[C@@H](OCC2)C=2C=NN(C2)C |r|